N-(2-(2-cyanopyrrolidin-1-yl)-2-oxoethyl)-5-trimethylstannyl-quinolinecarboxamide C(#N)C1N(CCC1)C(CNC(=O)C1=NC2=CC=CC(=C2C=C1)[Sn](C)(C)C)=O